CN[C@@H](C(C)C)C(=O)[O-] methyl-E-valinate